BrC1=C(OC2=C1C=CC(=C2)OC)C=2SC(=CC2)C 3-bromo-6-methoxy-2-(5-methylthiophen-2-yl)benzofuran